(R,E)-N-(4-((4-([1,2,4]triazolo[1,5-a]pyridin-6-yloxy)-2-methoxy-5-methylphenyl)amino)-7-methoxyquinazolin-6-yl)-2-fluoro-3-(1-methylpyrrolidin-2-yl)acrylamide N=1C=NN2C1C=CC(=C2)OC2=CC(=C(C=C2C)NC2=NC=NC1=CC(=C(C=C21)NC(/C(=C\[C@@H]2N(CCC2)C)/F)=O)OC)OC